(6S)-6-methyl-5-[4-(2-methylpyridin-4-yl)-3-(trifluoromethyl)phenyl]-3,6-dihydro-2H-1,3,4-oxadiazin-2-one C[C@H]1C(=NNC(O1)=O)C1=CC(=C(C=C1)C1=CC(=NC=C1)C)C(F)(F)F